(3S,6S,7R)-N-(3-chloro-2,4-difluorobenzyl)-12-hydroxy-6-methoxy-3-methyl-1,11-dioxo-1,6,7,11-tetrahydro-3H-2,7-methanopyrido[1,2-a][1,4]diazonine-10-carboxamide ClC=1C(=C(CNC(=O)C=2C(C(=C3N([C@H]4[C@H](C=C[C@@H](N(C3=O)C4)C)OC)C2)O)=O)C=CC1F)F